1-Methyl-6-(methylthio)-1,2-dihydro-3H-benzo[e]indole-3-carboximidamide 2,2,2-trifluoroacetic acid salt FC(C(=O)O)(F)F.CC1CN(C=2C=CC3=C(C12)C=CC=C3SC)C(N)=N